Ethyl 3-(5-chloro-3-(N-(6-ethoxy-5-fluoropyridin-3-yl)-N-methylsulfamoyl)thiophene-2-carboxamido)benzoate ClC1=CC(=C(S1)C(=O)NC=1C=C(C(=O)OCC)C=CC1)S(N(C)C=1C=NC(=C(C1)F)OCC)(=O)=O